FC1=C(C=CC=C1)NC(C(=O)O)=O ((2-fluorophenyl)amino)-2-oxoacetic acid